1-(5,6-difluoro-1-benzofuran-2-yl)ethan-1-one FC=1C(=CC2=C(C=C(O2)C(C)=O)C1)F